tert-butyl 3-(4-(1-(4-((2,6-dioxopiperidin-3-yl)amino)phenyl)piperidin-4-yl)piperazin-1-yl)propanoate O=C1NC(CCC1NC1=CC=C(C=C1)N1CCC(CC1)N1CCN(CC1)CCC(=O)OC(C)(C)C)=O